OCC1C(CCCC1)CC(=O)O 2-(hydroxymethyl)cyclohexylacetic acid